Cl.N[C@H](C(=O)O)CC1=CC=C(C=C1)C1=CSC2=C1N=CN=C2O[C@@H](C(F)(F)F)C2=C(C=C(C=C2)Cl)C2=COC1=C2C=CC=C1 (S)-2-amino-3-(4-(4-((R)-1-(2-(benzofuran-3-yl)-4-chlorophenyl)-2,2,2-trifluoroethoxy)thieno[3,2-d]pyrimidine-7-yl)phenyl)propionic acid hydrochloride